rac-N-[2-(Dimethylamino)-1-phenylethyl]-6-(naphthalen-2-yl)-4-oxo-4,5-dihydropyrazolo[1,5-a]-pyrazine-2-carboxamide CN(C[C@@H](C1=CC=CC=C1)NC(=O)C1=NN2C(C(NC(=C2)C2=CC3=CC=CC=C3C=C2)=O)=C1)C |r|